2-fluoro-3-methyl-4-bromopyridine FC1=NC=CC(=C1C)Br